4-(4H-1,2,4-triazol-4-yl)iminomethylpyridinium dihydrate O.O.N=1N=CN(C1)N=CC1=CC=[NH+]C=C1